C(C1=CC=CC=C1)NC1=NC=CC=2CCC[C@H](C12)NCCO (R)-2-((1-(benzylamino)-5,6,7,8-tetrahydroisoquinolin-8-yl)amino)ethan-1-ol